2-(1-(2-amino-1H-imidazo[4,5-d]thieno[3,2-b]pyridin-1-yl)piperidin-4-yl)acetonitrile NC1=NC=2C(=C3C(=NC2)C=CS3)N1N1CCC(CC1)CC#N